L-alanine tert.-butyl ester trifluoroacetate FC(C(=O)O)(F)F.C(C)(C)(C)OC([C@@H](N)C)=O